COC[C@@H](C)OC1=CC(=NC2=CC=C(C=C12)NC(=O)C1COC1)C1=CN=CS1 (R)-N-(4-((1-methoxyprop-2-yl)oxy)-2-(thiazol-5-yl)quinolin-6-yl)oxetan-3-carboxamide